tert-butyl 4-(3-(benzyloxy)pyrrolidin-1-yl)indoline-1-carboxylate C(C1=CC=CC=C1)OC1CN(CC1)C1=C2CCN(C2=CC=C1)C(=O)OC(C)(C)C